NC1=C(C(=NC(=N1)N1CCC2(CC1)[C@@H](C=1C(=NC=CC1)C2)N)C(=O)N)C2=C(C(=CC=C2)Cl)Cl (R)-6-amino-2-((S)-5-amino-5,7-dihydrospiro[cyclopenta[b]pyridine-6,4'-piperidine]-1'-yl)-5-(2,3-dichlorophenyl)pyrimidine-4-carboxamide